O=C1N(CCC(N1)=O)C=1C=C(C(=O)O)C=CC1C 3-(2,4-dioxotetrahydropyrimidine-1(2H)-yl)-4-methylbenzoic acid